(Z)-3-(4-((2,4-bis(trifluoromethyl)benzyl)oxy)-3-methoxyphenyl)-2-(trifluoromethyl)acrylamide FC(C1=C(COC2=C(C=C(C=C2)\C=C(\C(=O)N)/C(F)(F)F)OC)C=CC(=C1)C(F)(F)F)(F)F